C(C=C)N1N(C2=NC(=NC=C2C1=O)NC=1C=C2C=NN(C2=CC1)C(=O)OC(C)(C)C)C1=NC(=CC=C1)F tert-butyl 5-((2-allyl-1-(6-fluoropyridin-2-yl)-3-oxo-2,3-dihydro-1H-pyrazolo[3,4-d]pyrimidin-6-yl)amino)-1H-indazole-1-carboxylate